2,3-diaminophthalonitrile NC1(C(C#N)C=CC=C1N)C#N